(2-Bromo-4-methylphenyl)methanamine BrC1=C(C=CC(=C1)C)CN